N[C@H]1CN(C[C@@H](C1)F)C(=O)C1=CC2=C(N(C(=N2)C=2N(C3=CC(=CC=C3C2)C(C(F)F)O)CC2CC2)C)C(=C1)OC 1-(2-{5-[(3R,5R)-3-amino-5-fluoropiperidine-1-carbonyl]-7-methoxy-1-methyl-1H-1,3-benzodiazol-2-yl}-1-(cyclopropylmethyl)-1H-indol-6-yl)-2,2-difluoroethan-1-ol